C(C)(C)(C)C1=CC(=C(C(=C1C)C)C)C 6-t-butyltetramethylbenzene